The molecule is a member of the class of pyrrolidin-2-ones that is pyrrolidin-2-one in which the 3-pro-S-hydrogen is substituted by a 2-methoxy-2-oxoethyl group, while the 5-pro-S-hydrogen is substituted by a ({4'-[N-(methoxycarbonyl)carbamimidoyl]biphenyl-4-yl}oxy)methyl group. It is an orally active prodrug of fradafiban, a figrinogen receptor antagonist. It has a role as a prodrug and a platelet glycoprotein-IIb/IIIa receptor antagonist. It is a member of pyrrolidin-2-ones and a methyl ester. It derives from a fradafiban. COC(=O)C[C@@H]1C[C@H](NC1=O)COC2=CC=C(C=C2)C3=CC=C(C=C3)/C(=N/C(=O)OC)/N